COC=1C=C2C(=NC1C1(CCC3=CC=CC=C13)C#N)C(=NN2)C=2C=NN(C2)C (6-methoxy-3-(1-methyl-1H-pyrazol-4-yl)-1H-pyrazolo[4,3-b]pyridin-5-yl)-2,3-dihydro-1H-indene-1-carbonitrile